F[P-](F)(F)(F)(F)F.OC(C[SiH2]OC1=CC=C(C=C1)[I+]C1=CC=CC=C1)CCCCCCCCCCCC [4-(2-hydroxy-n-tetradecylsiloxy)phenyl]phenyliodonium hexafluorophosphate